NC1=C(SC=2N=C(SC21)C)C(=O)N[C@H]2COC1=CC(=CC(=C1C2)F)N2CCNCC2 (R)-6-amino-N-(5-fluoro-7-(piperazin-1-yl)chroman-3-yl)-2-methylthieno[2,3-d]thiazole-5-carboxamide